3H-diazirine N1=NC1